(3'S)-5',5'-difluoro[1,3'-bipiperidin]-2-one, hydrochloride salt Cl.FC1(C[C@@H](CNC1)N1C(CCCC1)=O)F